C(#N)C1=C(C=C(OC2CCC(CC2)NC(=O)C=2N=NC(=CC2)N2CCC(CC2)CO)C=C1)OC N-((1r,4r)-4-(4-cyano-3-methoxyphenoxy)cyclohexyl)-6-(4-(hydroxymethyl)piperidin-1-yl)pyridazine-3-carboxamide